ethyl 2-(5-morpholino-3,4-dihydro-2H-pyran-6-yl)-2-oxoacetate O1CCN(CC1)C=1CCCOC1C(C(=O)OCC)=O